(3R)-4-[6-chloro-4-(methanesulfonylmethyl)pyridin-2-yl]-3-methyl-morpholine ClC1=CC(=CC(=N1)N1[C@@H](COCC1)C)CS(=O)(=O)C